N-(5-CYANO-6-(DIMETHYLAMINO)PYRIDIN-3-YL)-4-CYCLOPROPYL-3-PHENYLISOTHIAZOLE-5-CARBOXAMIDE C(#N)C=1C=C(C=NC1N(C)C)NC(=O)C1=C(C(=NS1)C1=CC=CC=C1)C1CC1